ICCCCCCCSC1=C2CN(C(C2=CC=C1)=O)C1C(NC(CC1)=O)=O 3-(4-(7-iodoheptylsulfanyl)-1-oxoisoindolin-2-yl)piperidine-2,6-dione